C1(CC1)C1=C(C(=NO1)C1=C(C=NC=C1Cl)Cl)/C=C/C1C2CN(CC12)C1=NOC(=N1)C=1C(=C(C(=O)O)C=CC1)OC (E)-3-(3-(6-(2-(5-cyclopropyl-3-(3,5-dichloropyridin-4-yl)isoxazol-4-yl)vinyl)-3-azabicyclo[3.1.0]hex-3-yl)-1,2,4-oxadiazol-5-yl)-2-methoxybenzoic acid